FC(C1=NC=2C(=NC=CC2)N1C1CC(C1)O)(F)F (1s,3s)-3-(2-(trifluoromethyl)-3H-imidazo[4,5-b]pyridin-3-yl)cyclobutan-1-ol